Cl.CC1=NC=C2N1CCC2OC(=O)C2=CC1=C(N=C(O1)C1=CC(=CC(=C1)Cl)Cl)C=C2 2-(3,5-dichlorophenyl)benzo[d]oxazole-6-carboxylic acid 3-methyl-6,7-dihydro-5H-pyrrolo[1,2-c]imidazol-7-yl ester hydrochloride